7-(Oxan-2-yloxy)-5H,6H,7H-pyrano[2,3-d][1,3]thiazole O1C(CCCC1)OC1CCOC=2N=CSC21